2-chloro-N-(pyrazin-2-ylcarbamoyl)acetamide ClCC(=O)NC(NC1=NC=CN=C1)=O